(3S)-1-[7-({8-fluoro-2-methylimidazo[1,2-a]pyridin-6-yl} carbamoyl)-2-methylindazol-4-yl]pyrrolidin-3-yl 4-nitrobenzenesulfonate [N+](=O)([O-])C1=CC=C(C=C1)S(=O)(=O)O[C@@H]1CN(CC1)C=1C2=CN(N=C2C(=CC1)C(NC=1C=C(C=2N(C1)C=C(N2)C)F)=O)C